Methyl 4'-(3-(hydroxymethyl)oxetan-3-yl)-5-(4-(4-(trifluoromethyl)phenyl)-1H-1,2,3-triazol-1-yl)-[1,1'-biphenyl]-3-carboxylate OCC1(COC1)C1=CC=C(C=C1)C1=CC(=CC(=C1)N1N=NC(=C1)C1=CC=C(C=C1)C(F)(F)F)C(=O)OC